FC=1C=C(C=CC1)CNC(O[C@H]1[C@H](NC[C@@H]1O)CC1=CC=2C(=NON2)C=C1)=O (2R,3S,4S)-2-(2,1,3-benzoxadiazol-5-ylmethyl)-4-hydroxypyrrolidin-3-yl N-[(3-fluorophenyl)methyl]carbamate